1,2-dibenzyloxy-4-bromo-benzene C(C1=CC=CC=C1)OC1=C(C=C(C=C1)Br)OCC1=CC=CC=C1